Butylcyanoacetate C(CCC)OC(CC#N)=O